P1C=C1.[Zn] zinc phosphirine